Cl.Cl.N[C@H](CC1=C(C2=NC(=CC(=C2S1)NCC=1OC=CC1)Cl)C)COC 2-[(2R)-2-amino-3-methoxypropyl]-5-chloro-N-[(furan-2-yl)methyl]-3-methylthieno[3,2-b]pyridin-7-amine dihydrochloride